octadecyl 3-(3',5'-di-tert-butyl-4-hydroxyphenyl)-propionate C(C)(C)(C)C=1C=C(C=C(C1O)C(C)(C)C)CCC(=O)OCCCCCCCCCCCCCCCCCC